CN1CC(C1)CC(=O)N 2-(1-methylazetidin-3-yl)acetamide